BrC=1C=NC=C(C1C)Br 3,5-dibromo-4-methylpyridine